CC(=C)C(=O)OC(CCCCCCCCCCCO)(O)OC(=O)C(=C)C 12-dodecanediol dimethacrylate